OCC=1C=CC=2C3=C(C(NC2C1)=O)C=CN3 7-(hydroxymethyl)-1H,4H,5H-pyrrolo[3,2-c]quinolin-4-one